N1=CC=C(C=C1)NC=1N=CC2=C(N1)NC=C2C2=CC=1N(C=C2)N=CC1C(=O)N[C@@H](C(F)(F)F)C (R)-5-(2-(pyridin-4-ylamino)-7H-pyrrolo[2,3-d]pyrimidin-5-yl)-N-(1,1,1-trifluoropropan-2-yl)pyrazolo[1,5-a]pyridine-3-carboxamide